tert-butyl (N-(2-((tert-butyldimethylsilyl)oxy)-2-(6-fluoro-5-((((1r,3r)-3-(4-fluoro-3-(trifluoromethyl)phenoxy)cyclobutyl)amino)methyl)isoquinolin-8-yl)ethyl)sulfamoyl)carbamate [Si](C)(C)(C(C)(C)C)OC(CNS(=O)(=O)NC(OC(C)(C)C)=O)C=1C=C(C(=C2C=CN=CC12)CNC1CC(C1)OC1=CC(=C(C=C1)F)C(F)(F)F)F